C(C=C)(=O)O.C(C=C)(=O)O.C(C=C)(=O)O.C(C=C)(=O)O.CC(C)(C)C dimethylpropane tetraacrylate